F[C@@H]1[C@]2(CC[C@@](C[C@@H]1OC1=CC=C(N=N1)C1=C(C=C(C=C1)N1N=CC(=C1)F)O)(N2)C)C 2-(6-(((1R,2R,3S,5S)-2-fluoro-1,5-dimethyl-8-azabicyclo[3.2.1]octan-3-yl)oxy)pyridazin-3-yl)-5-(4-fluoro-1H-pyrazol-1-yl)phenol